C1(=CC=CC2=CC=CC=C12)C1=CC=C(C=C1)C1=CC=C(C=C1)NC1=CC=C(C=C1)C1=CC=CC2=CC=CC=C12 4'-(1-naphthyl)-N-[4-(1-naphthyl)phenyl][1,1'-biphenyl]-4-amine